ClC=1C=C(C(=O)NC=2SC3=C(N2)C=CC(=C3)C(=O)O)C=CC1C(F)(F)F 2-(3-chloro-4-(trifluoromethyl)benzamido)benzo[d]thiazole-6-carboxylic acid